N[C@H](C)C1=CC(=CC=2C[C@](OC21)(C)CNC(OC(C)(C)C)=O)F Tert-butyl (((R)-7-((R)-1-aminoethyl)-5-fluoro-2-methyl-2,3-dihydrobenzofuran-2-yl) methyl)carbamate